FC(C1=C(C(=O)N2C[C@H](N(CC2)C=2C(=NC(=CC2)C2=C(C=CC=C2)OCC)C(=O)N[C@H]2CN(CC2)C)CC)C=CC(=C1)F)F 3-[(2R)-4-[2-(difluoromethyl)-4-fluorobenzoyl]-2-ethylpiperazin-1-yl]-6-(2-ethoxyphenyl)-N-[(3R)-1-methylpyrrolidin-3-yl]pyridine-2-carboxamide